(6Z)-8-[(trans-4-aminocyclohexyl)methyl]-6-methoxyimino-5,5-dimethyl-benzo[h]quinazolin-4-amine N[C@@H]1CC[C@H](CC1)CC=1C=CC2=C(\C(\C(C=3C(=NC=NC23)N)(C)C)=N/OC)C1